ClC=1C=C(NC2(CCC3(C(=CC4=CC=CC=C34)CC=C)CC2)C(=O)OC)C=CC1 methyl (1r,4r)-4-(3-chloroanilino)-2'-(prop-2-en-1-yl)spiro[cyclohexane-1,1'-indene]-4-carboxylate